N[C@@H]1[C@H](C2CCC1CC2)C(=O)[O-] (2S,3S)-3-amino-bicyclo[2.2.2]octane-2-carboxylate